4-((2-(1H-pyrazol-4-yl)ethyl)amino)-N-((3-fluorophenyl)(1-methyl-1H-imidazol-2-yl)methyl)-N,5,6-trimethylpyrimidine-2-carboxamide N1N=CC(=C1)CCNC1=NC(=NC(=C1C)C)C(=O)N(C)C(C=1N(C=CN1)C)C1=CC(=CC=C1)F